(S-phenyl-N-((trifluoromethyl)sulfonyl)sulfinamide) C1(=CC=CC=C1)S(=O)NS(=O)(=O)C(F)(F)F